N-CYCLOPROPYL-3-(5-FORMYL-2-METHOXYPHENOXY)PROPANAMIDE C1(CC1)NC(CCOC1=C(C=CC(=C1)C=O)OC)=O